FC1=C(C=CC(=C1)B1OC(C(O1)(C)C)(C)C)NC(C)=O N-(2-fluoro-4-(4,4,5,5-tetramethyl-1,3,2-dioxaborolan-2-yl)phenyl)acetamide